(2R,4R)-6-chloro-4-hydroxy-N-(4-{5-[cis-3-(trifluoromethoxy)cyclobutyl]-1,3,4-oxadiazol-2-yl}bicyclo[2.2.2]octan-1-yl)-3,4-dihydro-2H-1-benzopyran-2-carboxamide ClC=1C=CC2=C([C@@H](C[C@@H](O2)C(=O)NC23CCC(CC2)(CC3)C=3OC(=NN3)[C@@H]3C[C@@H](C3)OC(F)(F)F)O)C1